4-(2-(3-(1H-pyrazol-1-yl)phenyl)-9-ethyl-9H-purin-6-yl)morpholine platinum-copper carbon [C].[Cu].[Pt].N1(N=CC=C1)C=1C=C(C=CC1)C1=NC(=C2N=CN(C2=N1)CC)N1CCOCC1